C1(=CC=CC=C1)NC=1C=CC=2N(C3=CC=CC=C3C2C1)C1=CC=CC=C1 N,9-diphenylcarbazol-3-amine